COC(=O)C=1N(C2=C(C(=CC(=C2C1)F)F)F)CC=O 4,6,7-trifluoro-1-(2-oxoethyl)-1H-indole-2-carboxylic acid methyl ester